NC1=CN=C(N1C)\C=C/1\C(N=C(S1)NCCCN(CC)CC)=O (5Z)-5-[(5-amino-1-methyl-1H-imidazol-2-yl)methylene]-2-{[3-(diethylamino)propyl]amino}-4(5H)thiazolone